FC=1C=C2C(C(=CN(C2=CC1N1CCN(CC1)CCCCOC1=CC=C(C=C1)[C@H](CN(C(C)=O)C)O)C1=CC=C(C=C1)F)C(=O)O)=O (R)-6-Fluoro-1-(4-fluorophenyl)-7-(4-(4-(4-(1-hydroxy-2-(N-methylacetamido)ethyl)phenoxy)butyl)piperazin-1-yl)-4-oxo-1,4-dihydroquinoline-3-carboxylic acid